n-butyl cis-4-cyclohexene-1,2-dicarboxylate [C@@H]1([C@H](CC=CC1)C(=O)[O-])C(=O)OCCCC